C(C)(C)(C)OC(=O)N(C(OC(C)(C)C)=O)C1=NN2C(C=C(C=C2)C2=C(C(=CC(=C2)C=2C=NN(C2)C(C(C)(F)F)C2=CC=C(C=C2)F)F)F)=N1 tert-butyl (tert-butoxycarbonyl)(7-(5-(1-(2,2-difluoro-1-(4-fluorophenyl)propyl)-1H-pyrazol-4-yl)-2,3-difluorophenyl)-[1,2,4]triazolo[1,5-a]pyridin-2-yl)carbamate